C1N(CC12CNC2)CC2=CC=C(C=C2)NC2=NC=CC(=N2)NC2=NC(=NC=C2)C2=NC(=CC=C2)C N2-[4-(2,6-diazaspiro[3.3]heptan-2-ylmethyl)phenyl]-N4-[2-(6-methyl-2-pyridyl)pyrimidin-4-yl]pyrimidine-2,4-diamine